COC(=O)C1=NC(=NN1C1CC1)Br bromo-1-cyclopropyl-1H-1,2,4-triazole-5-carboxylic acid methyl ester